BrCCCCOC(CCCCCCCCC)=O n-decanoic acid-4-bromobutyl ester